ClC=1C=C(CC2C(CCC2)O)C=CC1 2-(3-chlorobenzyl)cyclopentan-1-ol